4-[5-(2-aminoethyl)pyrimidin-2-yl]-3-(5-morpholin-4-yl-1,3,4-oxadiazole-2-carbonyl)benzonitrile NCCC=1C=NC(=NC1)C1=C(C=C(C#N)C=C1)C(=O)C=1OC(=NN1)N1CCOCC1